C(C)(C)(C)N(C(=O)OCC1(CC1)CN1C2COCC1CC2)[C@H](C(=O)NCC2=CC=C(C=C2)C2=CC(=C(C=C2)Cl)Cl)CCC (1-((3-oxa-8-azabicyclo[3.2.1]oct-8-yl)methyl)cyclopropyl)methanol (S)-tert-butyl-(1-(((3',4'-dichloro-[1,1'-biphenyl]-4-yl)methyl)amino)-1-oxopentan-2-yl)carbamate